C(OC=1CC2(CCN(CC2)S(=O)(=N)C)CC(C1C1=C(C=C(C=C1C)C#CC)C)=O)(OC)=O [9-(2,6-DIMETHYL-4-PROP-1-YNYL-PHENYL)-3-(METHYLSULFONIMIDOYL)-10-OXO-3-AZASPIRO[5.5]UNDEC-8-EN-8-YL] METHYL CARBONATE